BrC=1C(=NC(=CC1)OCCCN1CCCC1)F 3-bromo-2-fluoro-6-(3-(pyrrolidin-1-yl)propoxy)pyridine